[2-(2'-Fluoro-4-propyl-[1,1':4',1'']terphenyl-4''-yloxy)-ethyl]-(2-methoxy-ethyl)-amine FC1=C(C=CC(=C1)C1=CC=C(C=C1)OCCNCCOC)C1=CC=C(C=C1)CCC